C(CC)SC1=NN=C2N1C=C(C=C2)NC(=O)C=2OC=CC2 N-(3-(propylsulfanyl)-[1,2,4]triazolo[4,3-a]pyridin-6-yl)furan-2-carboxamide